N1N=C(C2=CC=CC=C12)C=1C=CC2=C(C=3CN(C(C3C=C2)=O)CC(C(=O)N)=C)C1 2-{[8-(1H-indazol-3-yl)-3-oxo-1H,2H,3H-benzo[e]isoindol-2-yl]methyl}prop-2-enamide